(2R)-N1-(4-tert-butylphenyl)-N1-[2-[(4,4-difluorocyclohexyl)amino]-1-(5-fluoro-3-pyridyl)-2-oxo-ethyl]pyrrolidine-1,2-dicarboxamide C(C)(C)(C)C1=CC=C(C=C1)N(C(=O)N1[C@H](CCC1)C(=O)N)C(C(=O)NC1CCC(CC1)(F)F)C=1C=NC=C(C1)F